(8-(5-chlorobenzofuran-2-yl)-2,3-dihydro-4H-pyrido[4,3-b][1,4]thiazin-4-yl)sulfonate ClC=1C=CC2=C(C=C(O2)C2=CN=CC3=C2SCCN3S(=O)(=O)[O-])C1